[C@H]12CN(C[C@H](CC1)N2)C2=NC(=NC1=C(C(=C(C=C21)F)C2=CC(=CC1=CC=C(C(=C21)F)F)O)F)OCC(CC)(O)CC 4-(4-((1R,5S)-3,8-diazabicyclo[3.2.1]octan-3-yl)-2-(2-ethyl-2-hydroxybutoxy)-6,8-difluoroquinazolin-7-yl)-5,6-difluoronaphthalen-2-ol